FC=1C(=NC(=NC1)N)C1=CC2=C(N=C3COCC(N32)C)C(=C1)F 5-fluoro-4-(9-fluoro-4-methyl-3,4-dihydro-1H-benzo[4,5]imidazo[2,1-c][1,4]oxazin-7-yl)pyrimidin-2-amine